C(C)(C)(C)NC1CN(CC1)C=1SC2=C(N1)SC(=N2)N2C(C=C(C=C2)C=2C=NNC2)=O 1-{5-[3-(tert-butylamino)pyrrolidin-1-yl][1,3]thiazolo[5,4-d][1,3]thiazol-2-yl}-4-(1H-pyrazol-4-yl)pyridin-2(1H)-one